1-3-propyl-methyl-imidazole CCCN1C(=NC=C1)C